O[C@]1(C[C@H]2[C@@]([C@H]3CC[C@@]4([C@H](CCC[C@H]4[C@@H]3CC2)C(CN2N=CC(=C2)C#N)=O)C)(CCC1)C)COC 1-(2-((1S,4aS,4bR,6aS,8R,11aS,11bS,13aS)-8-hydroxy-8-(methoxymethyl)-11a,13a-dimethyloctadecahydro-1H-cyclohepta[a]phenanthren-1-yl)-2-oxoethyl)-1H-pyrazole-4-carbonitrile